BrC=C/C=C/C1=CC=CC=C1 ((1E)-4-bromobutane-1,3-dien-1-yl)benzene